1-(2-isopropylpyridin-3-yl)-3-(trifluoromethyl)-5,6,7,8-tetrahydroimidazo[1,5-a]pyrazine C(C)(C)C1=NC=CC=C1C=1N=C(N2C1CNCC2)C(F)(F)F